[Br-].C(C)OC(CN1CC=CC=C1)=O 1-(2-ethoxy-2-oxoethyl)pyridine bromide